N-(1'-(6-(3-cyano-3-(difluoromethyl)azetidin-1-yl)-4-methylpyridin-2-yl)-1',2'-dihydrospiro[cyclopropane-1,3'-pyrrolo[3,2-c]pyridin]-6'-yl)acetamide C(#N)C1(CN(C1)C1=CC(=CC(=N1)N1CC2(C=3C=NC(=CC31)NC(C)=O)CC2)C)C(F)F